3-[2-[2-[2-(2-benzyloxyethoxy)ethoxy]ethoxy]ethoxy]propane-1,2-diol C(C1=CC=CC=C1)OCCOCCOCCOCCOCC(CO)O